tert-Butyl 3-(4-((4-(1-ethyl-3-(pyridin-3-yl)-1H-pyrazol-4-yl)pyrimidin-2-yl)amino)phenoxy)azetidine-1-carboxylate C(C)N1N=C(C(=C1)C1=NC(=NC=C1)NC1=CC=C(OC2CN(C2)C(=O)OC(C)(C)C)C=C1)C=1C=NC=CC1